quinolinequinone disodium salt [Na].[Na].N=1C(C(C=C2C=CC=CC12)=O)=O